4-(3-((2-((5-methyl-2-(1-methylpiperidin-4-yl)thiazol-4-yl)amino)-5-(trifluoromethyl)pyridin-4-yl)amino)propyl)-1,4-oxazepan-3-one CC1=C(N=C(S1)C1CCN(CC1)C)NC1=NC=C(C(=C1)NCCCN1C(COCCC1)=O)C(F)(F)F